5-(2-Amino-[1,2,4]triazolo[1,5-a]pyridin-7-yl)-2,6-dimethylnicotinic acid, lithium salt [Li+].NC1=NN2C(C=C(C=C2)C=2C(=NC(=C(C(=O)[O-])C2)C)C)=N1